tert-butyl (3R)-3-[[8-[(Z)-3-[tert-butyl(dimethyl)silyl]oxyprop-1-enyl]-1-isoquinolyl]-[4-(1-methyltriazol-4-yl)benzoyl]amino]piperidine-1-carboxylate [Si](C)(C)(C(C)(C)C)OC\C=C/C=1C=CC=C2C=CN=C(C12)N([C@H]1CN(CCC1)C(=O)OC(C)(C)C)C(C1=CC=C(C=C1)C=1N=NN(C1)C)=O